4-[(1-methyl-4-piperidyl)amino]-1-(2,2,2-trifluoroethyl)indol CN1CCC(CC1)NC1=C2C=CN(C2=CC=C1)CC(F)(F)F